N-(2-amino-2-methylpropyl)-6-(5-fluoro-6-methoxy-1H-indol-2-yl)pyrazine-2-carboxamide NC(CNC(=O)C1=NC(=CN=C1)C=1NC2=CC(=C(C=C2C1)F)OC)(C)C